2,2',2''-[propylidynetris(4,1-phenyleneoxymethylene)]tris[oxirane] C(CC)(C1=CC=C(C=C1)OCC1OC1)(C1=CC=C(C=C1)OCC1OC1)C1=CC=C(C=C1)OCC1OC1